5-(2,5-dihydrofuran-3-yl)pyrimidin O1CC(=CC1)C=1C=NC=NC1